C1(=CC=CC=C1)C(C)C1=C(C(=CC(=C1)C(C)C1=CC=CC=C1)C(C)C1=CC=CC=C1)O 2,4,6-Tri(1-phenylethyl)-phenol